N1OC=CO1 2,5-dioxa-pyrrole